[C@H](C)(CC)[C@@H]1N(CC2=C(NC1=O)C=CC=C2)C(=O)N2C[C@H](CC2)C(=O)N (S)-1-((S)-3-((S)-sec-butyl)-2-oxo-2,3,4,5-tetrahydro-1H-benzo[e][1,4]diazepine-4-carbonyl)pyrrolidine-3-carboxamide